FC(N1N=CC2=CC(=CC=C12)N)F 1-(difluoromethyl)-1H-indazol-5-amine